NC1=NC=CC=C1C1=NC=2C(=NC=CC2)N1C1=CC=C(CN2CCN(CC2)C2=CC(=CN=N2)C#N)C=C1 6-(4-(4-(2-(2-aminopyridin-3-yl)-3H-imidazo[4,5-b]pyridin-3-yl)benzyl)piperazin-1-yl)pyridazine-4-carbonitrile